pentylenediamine bicarbonate C(O)(O)=O.C(CCCCN)N